C(C)(=O)OC1COC(C(C1OC(C)=O)OC(C)=O)C(=O)OC 6-(methoxy-carbonyl)tetra-hydro-2H-pyran-3,4,5-triyl triacetate